C(C)(=O)C1=CC(=CC(=N1)C1=C(C(=O)N(C(C)C)CC)C=C(C=C1)F)Cl 2-(6-Acetyl-4-chloropyridin-2-yl)-N-ethyl-5-fluoro-N-(isopropyl)benzamide